tert-butyl 4-(1-(1-((4-cyanonaphthalen-1-yl)amino)-2-methyl-1-oxopropan-2-yl)-1H-pyrazol-4-yl)piperidine-1-carboxylate C(#N)C1=CC=C(C2=CC=CC=C12)NC(C(C)(C)N1N=CC(=C1)C1CCN(CC1)C(=O)OC(C)(C)C)=O